CC=1C=C2C(=NC1)NC=C2CC=2C=NC(=NC2)NCC2=NC(=CC=C2)N2CCCC2 [5-(5-Methyl-1H-pyrrolo[2,3-b]pyridin-3-ylmethyl)-pyrimidin-2-yl]-(6-pyrrolidin-1-yl-pyridin-2-ylmethyl)-amine